(3R)-3-(3-fluoropyridin-4-yl)-3-[1-(trifluoromethyl)cyclopropyl]propanoic acid FC=1C=NC=CC1[C@@H](CC(=O)O)C1(CC1)C(F)(F)F